tert-butyl (S)-3-(3-amino-5-(3-nitrophenyl)thiophene-2-carboxamido)piperidine-1-carboxylate NC1=C(SC(=C1)C1=CC(=CC=C1)[N+](=O)[O-])C(=O)N[C@@H]1CN(CCC1)C(=O)OC(C)(C)C